C(#N)C1=NC(=C(C(=O)OC)C=C1)C(\C=C\N(C)C)=O methyl (E)-6-cyano-2-(3-(dimethylamino)acryloyl)nicotinate